COCC1=NN2C(S1)=NC(=C2CN)C(F)(F)F 1-[2-(methoxymethyl)-6-(trifluoromethyl)imidazo[2,1-b][1,3,4]thiadiazol-5-yl]methylamine